C1(CC1)C1=NN(C(=C1C(F)(F)F)C(=O)NC1=CC(=NC=C1)S(=O)(=O)C)CC1CCOCC1 3-cyclopropyl-N-(2-(methylsulfonyl)pyridin-4-yl)-1-((tetrahydro-2H-pyran-4-yl)methyl)-4-(trifluoromethyl)-1H-pyrazole-5-carboxamide